7-bromo-2H,3H-pyrano[3,2-b]pyridin-4-one BrC=1C=C2C(=NC1)C(CCO2)=O